Bisphenol S C1=CC(=CC=C1O)S(=O)(=O)C2=CC=C(C=C2)O